ClCCC(=C(C1=CC=CC=C1)C1=CC=C(OCCN2CCC(CC2)CN2C3CN(C(C2)CC3)C=3C=C2CN(CC2=CC3)C3C(NC(CC3)=O)=O)C=C1)C1=CC=CC=C1 5-(5-((1-(2-(4-(4-chloro-1,2-diphenylbut-1-en-1-yl)phenoxy)ethyl)piperidin-4-yl)methyl)-2,5-diazabicyclo[2.2.2]octan-2-yl)-2-(2,6-dioxopiperidin-3-yl)isoindoline